4,4'-(Hexafluoroisopropylidene)dianiline FC(C(C(F)(F)F)(C1=CC=C(N)C=C1)C1=CC=C(N)C=C1)(F)F